NC1=NC=NN2C1=C(C=C2C=2C=C(C(=NC2)OC[2H])C(=O)N[C@@H]2CN(C[C@@H]2F)C(C(C)C)=O)C(F)(F)F 5-[4-amino-5-(trifluoromethyl)pyrrolo[2,1-f][1,2,4]triazin-7-yl]-N-[(3R,4S)-4-fluoro-1-(2-methylpropanoyl)pyrrolidin-3-yl]-2-(deutero)methoxypyridine-3-carboxamide